BrC1=C(C=NN1COCC[Si](C)(C)C)C#N 5-bromo-1-(2-trimethylsilylethoxymethyl)pyrazole-4-carbonitrile